N-(1-(2-(1,1-difluoroethyl)-6-vinylpyrimidin-4-yl)-3-(3-(dimethylamino)-3-methylpyrrolidin-1-yl)-1H-pyrazolo[4,3-c]pyridin-6-yl)acetamide FC(C)(F)C1=NC(=CC(=N1)N1N=C(C=2C=NC(=CC21)NC(C)=O)N2CC(CC2)(C)N(C)C)C=C